S1N=CC=C1CN1CCC(=CC1)C1=C2C(=NC(=C1)NC(=O)C1CC1)NC=C2 N-(4-(1-(isothiazol-5-ylmethyl)-1,2,3,6-tetrahydropyridin-4-yl)-1H-pyrrolo[2,3-b]pyridin-6-yl)cyclopropylcarboxamide